CC1=NC(=CN=C1CCC)C 2,6-dimethyl-3-propylpyrazine